4-[5-(1-methyl-1H-indazol-5-yl)-2-{octahydro-1H-pyrrolo[3,2-c]pyridin-5-yl}-1,3-thiazol-4-yl]benzonitrile CN1N=CC2=CC(=CC=C12)C1=C(N=C(S1)N1CC2C(CC1)NCC2)C2=CC=C(C#N)C=C2